C(=O)C1=CC(=C(OCC2=CC=C(C(=O)N(C)C)C=C2)C=C1)S(=O)(=O)C 4-((4-Formyl-2-(methylsulfonyl)phenoxy)methyl)-N,N-dimethylbenzamide